1-(3-bromo-2-hydroxymethylphenyl)-3-(3-chloro-5-methoxyphenyl)urea BrC=1C(=C(C=CC1)NC(=O)NC1=CC(=CC(=C1)OC)Cl)CO